(S)-1-(3-chloro-4-(6-(1-methylcyclopropoxy)-9-((4-methylpyridin-2-yl)methyl)-9H-purin-8-yl)phenyl)pyrrolidine-3-carboxamide ClC=1C=C(C=CC1C=1N(C2=NC=NC(=C2N1)OC1(CC1)C)CC1=NC=CC(=C1)C)N1C[C@H](CC1)C(=O)N